(S)-N-((S)-3-oxo-1-((S)-2-oxopyrrolidin-3-yl)-4-(trifluoromethoxy)butan-2-yl)-5-(2-(2,2,2-trifluoroethoxy)acetyl)-5-azaspiro[2.4]heptane-6-carboxamide O=C([C@H](C[C@H]1C(NCC1)=O)NC(=O)[C@H]1N(CC2(CC2)C1)C(COCC(F)(F)F)=O)COC(F)(F)F